C1=CC=CC=2C3=CC=CC=C3N(C12)C=1C=C(C=CC1)C1=CC=C(C=C1)N1C2=CC=CC=C2C=2C=CC=CC12 3,4'-bis(9-carbazolyl)biphenyl